4-(4-bromothiazol-2-yl)morpholine BrC=1N=C(SC1)N1CCOCC1